C1(=CC=CC=C1)C=1C(=NC=CC1)C1=C(C(=CC=C1)C(C([2H])([2H])[2H])([2H])[2H])F phenyl((ethyl-d5)fluorophenyl)pyridine